7-((4-(2-fluoro-6-(methylcarbamoyl)pyridin-3-yl)piperazin-1-yl)methyl)-9-fluoro-2-methylpyrazolo[1,5-a]quinoxalin-4(5H)-one FC1=NC(=CC=C1N1CCN(CC1)CC=1C=C2NC(C=3N(C2=C(C1)F)N=C(C3)C)=O)C(NC)=O